benzyl glycidyl thioether C(C1CO1)SCC1=CC=CC=C1